ClC=1C=C(C=C(C1F)Cl)C1(CC(=NO1)N1CC=2C=NC(=CC2C1)C(=O)NCC1COC1)C(F)(F)F 2-(5-(3,5-dichloro-4-fluorophenyl)-5-(trifluoromethyl)-4,5-dihydroisoxazol-3-yl)-N-(oxetan-3-ylmethyl)-2,3-dihydro-1H-pyrrolo[3,4-c]pyridine-6-carboxamide